C(C)(C)(C)OC(=O)N1C=C(C2=CC(=CC=C12)OCC1CN(CCC1)C(=O)OC(C)(C)C)C(C)C 5-((1-(tert-Butoxycarbonyl)piperidin-3-yl)methoxy)-3-isopropyl-1H-indole-1-carboxylic acid tert-butyl ester